(S)-ethyl 2-methyl-5-(trifluoromethyl)-4,5,6,7-tetrahydro-1H-indazole-3-carboxylate CN1NC=2CCC(CC2[C@H]1C(=O)OCC)C(F)(F)F